ClC1=CC=C(C(=[N+]1[O-])C1=CCC(CC1)(C)C)NC(=O)C=1N(C=C(N1)C#N)COCC[Si](C)(C)C N-[6-chloro-2-(4,4-dimethylcyclohexen-1-yl)-1-oxido-pyridin-1-ium-3-yl]-4-cyano-1-(2-trimethylsilylethoxymethyl)imidazole-2-carboxamide